4-n-butylisoquinoline-5-carboxylic acid C(CCC)C1=CN=CC=2C=CC=C(C12)C(=O)O